FC1=C(C(=CC=C1)C)N1N=C2C(=CC1=O)NN=C2C2=CC=C1CC(N(CC1=C2)C)=O 7-(5-(2-Fluoro-6-methylphenyl)-6-oxo-5,6-dihydro-1H-pyrazolo[4,3-c]pyridazin-3-yl)-2-methyl-1,2-dihydroisochinolin-3(4H)-on